2-(2,6-dichloro-3,5-difluorophenyl)-ethylene oxide ClC1=C(C(=C(C=C1F)F)Cl)C1CO1